S1SC=CC=C1 dithiain